NC1=NC(=C2N=CN(C2=N1)[C@H]1C[C@H](C1)COP(=O)(OC1=CC=C(C=C1)Br)N[C@@H](C)C(=O)OCC)OC ethyl (((cis-3-(2-amino-6-methoxy-9H-purin-9-yl) cyclobutyl)methoxy)(4-bromophenoxy) phosphoryl)-L-alaninate